C(C)N(C(C1=CC(=CC=C1)C1=CC2=C(N=C3N2C(CC3)C3=CC=CC=C3)C=C1)=O)C N-ethyl-N-methyl-3-(1-phenyl-2,3-dihydro-1H-benzo[d]pyrrolo[1,2-a]imidazol-7-yl)benzamide